5-bromo-2-cyanopyridin-3-yl 4,6-di-O-acetyl-3-deoxy-3-[4-(4-methylthiazol-2-yl)-1H-1,2,3-triazol-1-yl]-2-O-methyl-1-thio-α-D-galactopyranoside C(C)(=O)O[C@@H]1[C@@H]([C@H]([C@@H](SC=2C(=NC=C(C2)Br)C#N)O[C@@H]1COC(C)=O)OC)N1N=NC(=C1)C=1SC=C(N1)C